(2-(5,6,7,8-tetrahydro-1,8-naphthyridin-2-yl)ethyl)-3-(trifluoromethyl)-1H-pyrazole-4-carboxylic acid N1=C(C=CC=2CCCNC12)CCN1N=C(C(=C1)C(=O)O)C(F)(F)F